CN(CCNS(OCC(=O)NC=1SC2=C(N1)CCC[C@H]2C2=CC=C(C=C2)F)(=O)=O)C (S)-2-((7-(4-fluorophenyl)-4,5,6,7-tetrahydrobenzo[d]thiazol-2-yl)amino)-2-oxoethyl (2-(dimethylamino)ethyl)sulfamate